bis(3-triethoxysilyl-propyl) disulphide C(C)O[Si](CCCSSCCC[Si](OCC)(OCC)OCC)(OCC)OCC